4-nitro-2-sulfamoylpyridine-1-oxide [N+](=O)([O-])C1=CC(=[N+](C=C1)[O-])S(N)(=O)=O